2-(1-((tert-butyldimethylsilyl)oxy)propan-2-yl)-6-(benzenesulfonyl)-1,6-dihydroimidazo[4,5-d]Pyrrolo[2,3-b]Pyridine [Si](C)(C)(C(C)(C)C)OCC(C)C1=NC=2C(=C3C(=NC2)N(C=C3)S(=O)(=O)C3=CC=CC=C3)N1